N=1N(C=C2C1C=NC=C2)C[C@@]2(C[C@]1(CN(C(O1)=O)C1=NC=C(N=C1)C(C)(C)O)CCC2)C (5S,7S)-7-((2H-pyrazolo[3,4-c]pyridin-2-yl)methyl)-3-(5-(2-hydroxypropane-2-yl)pyrazine-2-yl)-7-methyl-1-oxa-3-azaspiro[4.5]decane-2-one